(4-((tert-butyldimethylsilyl)oxy)phenyl)dimethyl-sulfur triflate [O-]S(=O)(=O)C(F)(F)F.[Si](C)(C)(C(C)(C)C)OC1=CC=C(C=C1)[S+](C)C